C(OCC(C)C)(OC1=CC(C)=CC=C1C(C)C)=O Isobutyl thymyl carbonate